4-amino-3',5'-dimethoxy-6-nitro-[1,1'-biphenyl]-3-carbonitrile NC1=C(C=C(C(=C1)[N+](=O)[O-])C1=CC(=CC(=C1)OC)OC)C#N